methyl 3-((2-hydrazinylquinazolin-4-yl)(methyl)amino)benzoate N(N)C1=NC2=CC=CC=C2C(=N1)N(C=1C=C(C(=O)OC)C=CC1)C